C1(CC1)N1C(C2=CC=C(C=C2C(=C1)N(C=1SC(=C(N1)C1=CC=C(C=C1)F)C#N)C)N1CC2(C1)CCOCC2)=O 2-((2-cyclopropyl-1-oxo-6-(7-oxa-2-azaspiro[3.5]non-2-yl)-1,2-dihydroisoquinolin-4-yl)(methyl)amino)-4-(4-fluorophenyl)thiazole-5-carbonitrile